(R)-4-(7-(4-Bromo-3-(trifluoromethyl)benzoyl)-2-(isopropylamino)-6-methyl-4-oxo-5,6,7,8-tetrahydropyrido[3,4-d]pyrimidin-3(4H)-yl)-N-methylbutanamide BrC1=C(C=C(C(=O)N2CC=3N=C(N(C(C3C[C@H]2C)=O)CCCC(=O)NC)NC(C)C)C=C1)C(F)(F)F